CP(=O)(C)C=1C=CC(=C(C(=O)N)C1)NCC#C 5-(dimethylphosphoryl)-2-(prop-2-yn-1-ylamino)benzamide